NC1=C(C(=O)O)C=C(C=C1C)OC(F)(F)F 2-amino-3-meth-yl-5-tri-fluoromethoxybenzoic acid